N-[[5-[[2-(1-adamantyl)acetyl]amino]-1H-benzimidazol-2-yl]methyl]carbamic acid tert-butyl ester C(C)(C)(C)OC(NCC1=NC2=C(N1)C=CC(=C2)NC(CC21CC3CC(CC(C2)C3)C1)=O)=O